1-(4,4-difluoro-1-methylpyrrolidin-3-yl)-8-fluoro-2-[(2-methylimidazo[2,1-b][1,3,4]thiadiazol-6-yl)methyl]-1H-imidazo[4,5-c]quinoline FC1(C(CN(C1)C)N1C(=NC=2C=NC=3C=CC(=CC3C21)F)CC=2N=C1SC(=NN1C2)C)F